BrC1=NN(C(=C1)C(=O)NC1=C(C=C(C=C1C(NC)=O)Cl)Cl)C1=NC=C(C=C1Cl)Cl 3-Bromo-N-[2,4-dichloro-6-(methylcarbamoyl)phenyl]-1-(3,5-dichloro-2-pyridyl)-1H-pyrazole-5-carboxamide